O-eicosyl-3-palmitoyl-glycerol C(CCCCCCCCCCCCCCCCCCC)OCC(O)COC(CCCCCCCCCCCCCCC)=O